3-fluoro-N-(4-iodophenyl)benzamide tert-butyl-(1-(6-methoxy-5-(3-methoxypropoxy)pyridin-3-yl)-3-methylbutan-2-yl)carbamate C(C)(C)(C)N(C(O)=O)C(CC=1C=NC(=C(C1)OCCCOC)OC)C(C)C.FC=1C=C(C(=O)NC2=CC=C(C=C2)I)C=CC1